COC1=C(CC(O1)=O)CCC 5-methoxy-4-n-propylfuran-2(3H)-one